BrC1=NO[C@@H](C1)[C@H]1CN(CCC1)[C@H](C)C1=CC(=CC=C1)C(F)(F)F (S)-3-bromo-5-((R)-1-((R)-1-(3-(trifluoromethyl)phenyl)ethyl)piperidin-3-yl)-4,5-dihydroisoxazole